COC(=O)OC1=CC=C(C=C1)[S+](C)C1=CC=CC=C1 4-(methoxycarbonyloxy)phenyl-phenyl-methylsulfonium